N6-threonyl-carbamyl-adenosine N[C@@H]([C@H](O)C)C(=O)NC=1C=2N=CN([C@]3([C@H](O)[C@H](O)[C@@H](CO)O3)C(N)=O)C2N=CN1